CC1(C2=CC=CC=C2C=2C=CC=CC12)C 9,9-dimethyl-9H-fluorene